C12CN(CC(CC1)N2)C2=NC=C(C(=N2)N2CC(C2)C(=O)N(C)C(C)(C)C2=CN=C1N2C=CC=C1)Cl 1-(2-(3,8-diazabicyclo[3.2.1]oct-3-yl)-5-chloropyrimidin-4-yl)-N-(2-(imidazo[1,2-a]pyridin-3-yl)propan-2-yl)-N-methylazetidine-3-carboxamide